4-(1-((1-(fluoromethyl)cyclopropyl)methyl)-1H-pyrazol-4-yl)-5-methylpyrimidin-2-amine FCC1(CC1)CN1N=CC(=C1)C1=NC(=NC=C1C)N